The molecule is an organophosphate oxoanion obtained by deprotonation of the phosphate OH groups of mannose-(1D-myo-inositol 1-phosphate)2; major species at pH 7.3. It is a conjugate base of a mannose-(1D-myo-inositol 1-phosphate)2. C([C@@H]1[C@H]([C@@H]([C@@H](C(O1)O[C@@H]2[C@H]([C@@H]([C@H]([C@H]([C@H]2OP(=O)([O-])[O-])O)O)O)O)O)O)O)OP(=O)([O-])OC3[C@@H]([C@H](C([C@H]([C@H]3O)O)O)O)O